FC1=CC=C(C=C1)C=1C(C(=CN(C1C)C(C)C)C(=O)N)=O 5-(4-fluorophenyl)-6-methyl-4-oxo-1-propan-2-ylpyridine-3-carboxamide